1-[(2,4-dichlorophenyl)methyl]-4-(dimethylamino)indazole-3-carboxylic acid ClC1=C(C=CC(=C1)Cl)CN1N=C(C2=C(C=CC=C12)N(C)C)C(=O)O